7-bromo-4-methylsulfonyl-thieno[3,2-d]Pyrimidine BrC1=CSC2=C1N=CN=C2S(=O)(=O)C